[Cl-].[Cl-].C(#N)CC1=CC=C(C=C1)N1C=CC(C=C1)=C1C=CN(C=C1)C1=CC=C(C=C1)CC#N 1,1'-bis(4-cyanomethylphenyl)-4,4'-bipyridine dichloride